C1(CC1)NC(=O)C1=CC2=C(CN(C2)C2=NOC(C2)(C(F)(F)F)C2=CC(=C(C(=C2)Cl)F)Cl)S1 N-cyclopropyl-5-(5-(3,5-dichloro-4-fluorophenyl)-5-(trifluoromethyl)-4,5-dihydroisoxazol-3-yl)-5,6-dihydro-4H-thieno[2,3-c]pyrrole-2-carboxamide